N1C=CC2=C(C=CC=C12)C1=C(C=C(C(=O)N2CCC(CC2)CN2N=NC(=C2)C2=C(NC3=CC=C(C=C23)F)C(=O)OCC(C)C)C=C1)C(F)(F)F Isobutyl 3-(1-((1-(4-(1H-indol-4-yl)-3-(trifluoromethyl)benzoyl)piperidin-4-yl)methyl)-1H-1,2,3-triazol-4-yl)-5-fluoro-1H-indol-2-carboxylat